O=C1N(CC2=CC(=CC=C12)O[C@H]1[C@@H](CCCC1)NCC1CCOCC1)C1C(NC(CC1)=O)=O 3-(1-oxo-5-(((1R,2R)-2-(((tetrahydro-2H-pyran-4-yl)methyl)amino)cyclohexyl)oxy)isoindolin-2-yl)piperidine-2,6-dione